((2R,3S,4R,5R)-5-(4-aminopyrrolo[2,1-f][1,2,4]triazin-7-yl)-5-cyano-3,4-dihydroxytetrahydrofuran-2-yl) methyl (2-(undecyloxy) ethyl) phosphate P(=O)(O[C@H]1O[C@@]([C@@H]([C@@H]1O)O)(C#N)C1=CC=C2C(=NC=NN21)N)(OC)OCCOCCCCCCCCCCC